1-(4-chloro-6-methylpyrimidin-2-yl)-3-(quinolin-2-yl)urea ClC1=NC(=NC(=C1)C)NC(=O)NC1=NC2=CC=CC=C2C=C1